N1-benzyl-N1-((trimethylsilyl)methyl)ethane-1,2-diamine C(C1=CC=CC=C1)N(CCN)C[Si](C)(C)C